3-(1,2,3,6-tetrahydropyridin-4-yl)quinoline [75Se]selenite [75Se](=O)(O)O.N1CCC(=CC1)C=1C=NC2=CC=CC=C2C1